3-(4-fluorophenyl)-N-[4-methyl-3-[[3-(9H-purin-6-yl)-2-pyridyl]amino]phenyl]-1H-pyrrole-2-carboxamide FC1=CC=C(C=C1)C1=C(NC=C1)C(=O)NC1=CC(=C(C=C1)C)NC1=NC=CC=C1C1=C2N=CNC2=NC=N1